2,3-dimethyl 5-{[5,6-bis(methoxycarbonyl)pyridin-3-yl]sulfonyl}pyridine-2,3-dicarboxylate COC(=O)C=1C=C(C=NC1C(=O)OC)S(=O)(=O)C=1C=C(C(=NC1)C(=O)OC)C(=O)OC